N-((1S,4S)-4-(4-(cyclopropylmethyl)piperazin-1-yl)cyclohexyl)-4-(((R)-7-ethyl-8-isopropyl-5-methyl-6-oxo-5,6,7,8-tetrahydropteridin-2-yl)amino)-3-methoxybenzamide CC[C@@H]1C(=O)N(C2=CN=C(N=C2N1C(C)C)NC3=C(C=C(C=C3)C(=O)NC4CCC(CC4)N5CCN(CC5)CC6CC6)OC)C